tert-butyl 2-(5-fluoro-2-(3-nitro-4-(2-oxooxazolidin-3-yl)benzamido) phenyl)acetate FC=1C=CC(=C(C1)CC(=O)OC(C)(C)C)NC(C1=CC(=C(C=C1)N1C(OCC1)=O)[N+](=O)[O-])=O